2-(2-chlorophenyl)-N-(2-(3-(dimethylamino)benzyl)-4-sulfamoyl-2H-indazol-6-yl)acetamide ClC1=C(C=CC=C1)CC(=O)NC=1C=C(C2=CN(N=C2C1)CC1=CC(=CC=C1)N(C)C)S(N)(=O)=O